C[C@H]1CN(C[C@@H](N1)C)C(=O)OC(C)(C)C tert-butyl (3S,5S)-3,5-dimethyl-1-piperazinecarboxylate